FC(C1=CN=C(N1)C(=O)O)(F)F 5-(trifluoromethyl)-1H-imidazole-2-carboxylic acid